ClC1=C2C=CC=NC2=C(C=C1)OCC(=O)[O-] (5-Chloro-8-quinolinoxy)acetate